3-(2,2,2-trifluoroethyl)benzo[b]thiophen FC(CC=1C2=C(SC1)C=CC=C2)(F)F